C(C)(C)(C)OC(=O)N1CC(=CC1)C(=O)[O-] 1-(tert-butoxycarbonyl)-2,5-dihydropyrrole-3-carboxylate